C(C=C)(=O)N1C[C@@H](CCC1)N1N=C(C=2C1=NC=NC2N)C2=CC=C(C1=C2OCO1)NC(C1=CC=C(C=C1)N(CC)CC)=O (R)-N-(7-(1-(1-acryloylpiperidin-3-yl)-4-amino-1H-pyrazolo[3,4-d]pyrimidin-3-yl)benzo[d][1,3]dioxol-4-yl)-4-(diethylamino)benzamide